COC(C(CCOC)C=1N=C(SC1)Br)=O.C(C)(C)C1=C(OC=2C=CC(=C(C(=O)N)C2)C2CN(C(C2)=O)CC2=NC=CC=C2)C=CC=C1 5-(2-isopropylphenoxy)-2-(5-oxo-1-(pyridin-2-ylmethyl)pyrrolidin-3-yl)benzamide Methyl-2-(2-bromothiazol-4-yl)-4-methoxybutanoate